N1=C(C=CC=C1)C(=O)N 2-picolinamide